C(C)(C)(C)C=1C=C(C=CC1)C1=NC(=NN1C)CN1CCCC1 5-(3-(tert-butyl)phenyl)-1-methyl-3-(pyrrolidin-1-ylmethyl)-1H-1,2,4-triazole